C(C)NC=1SC=C(N1)C(=O)NC1=NC=2C(=C(C=CC2C=2N1CCN2)OCCCN2CCOCC2)OC 2-(ethylamino)-N-[7-methoxy-8-(3-morpholin-4-ylpropoxy)-2,3-dihydroimidazo[1,2-c]quinazolin-5-yl]-1,3-thiazole-4-carboxamide